tert-Butyl (2-(6'-carbamoyl-6-chloro-2'-fluoro-3'-(2-methoxyethoxy)-[1,1'-biphenyl]-3-yl)-2-phenylethyl)((1r,4r)-4-(methylcarbamoyl)cyclohexyl)carbamate C(N)(=O)C1=CC=C(C(=C1C1=CC(=CC=C1Cl)C(CN(C(OC(C)(C)C)=O)C1CCC(CC1)C(NC)=O)C1=CC=CC=C1)F)OCCOC